6'-(2,6-diphenylpyridin-4-yl)-4,4''-bis(3-methyl-9H-carbazol-9-yl)-5'-(4-(3-methyl-9H-carbazol-9-yl)phenyl)-3'-(9-phenyl-9H-carbazol-1-yl)-[1,1':2',1''-terphenyl]-4'-carbonitrile C1(=CC=CC=C1)C1=NC(=CC(=C1)C=1C(=C(C(=C(C1C1=CC=C(C=C1)N1C2=CC=CC=C2C=2C=C(C=CC12)C)C1=CC=C(C=C1)N1C2=CC=CC=C2C=2C=C(C=CC12)C)C1=CC=CC=2C3=CC=CC=C3N(C12)C1=CC=CC=C1)C#N)C1=CC=C(C=C1)N1C2=CC=CC=C2C=2C=C(C=CC12)C)C1=CC=CC=C1